C(=O)C1=CC(=C(C=C1)OC(C=CC1=CC=CC=C1)=O)OC 3-Phenyl-acrylic Acid 4-formyl-2-methoxy-phenyl Ester